2-(3-bromobenzyl)-4,6-dimethylphenol BrC=1C=C(CC2=C(C(=CC(=C2)C)C)O)C=CC1